nonafluoropentanal hydrate O.FC(C(C(C(C=O)(F)F)(F)F)(F)F)(F)F